2-(3-(bromomethyl)phenyl)ethanol BrCC=1C=C(C=CC1)CCO